(S,6S)-N-((2,4-diisopropyl-6-methoxypyridin-3-yl)carbamoyl)-6-methoxy-N'-trityl-6,7-dihydro-5H-pyrazolo[5,1-b][1,3]oxazine-3-sulfonimidamide C(C)(C)C1=NC(=CC(=C1NC(=O)N[S@@](=O)(=NC(C1=CC=CC=C1)(C1=CC=CC=C1)C1=CC=CC=C1)C=1C=NN2C1OC[C@H](C2)OC)C(C)C)OC